FC1=C(C(=C(C(=C1F)F)F)F)O perfluorophenol